C1C(CC2=CC=CC=C12)NC1=NC=C(C=N1)N1N=CC(=C1)C(=O)O 1-(2-((2,3-dihydro-1H-inden-2-yl)amino)pyrimidin-5-yl)-1H-pyrazole-4-carboxylic acid